NC(C)C=1C=C(C=C2C(=CC(=NC12)N1CCOCC1)C#N)C 8-(1-aminoethyl)-6-methyl-2-morpholino-quinoline-4-carbonitrile